COCCN1N=CC=2C1=NC(=CN2)N2CC(CC(C2)COC=2C(=NC=CC2)C(F)(F)F)C 1-(2-methoxyethyl)-6-(3-methyl-5-(((2-(trifluoromethyl)pyridin-3-yl)oxy)methyl)piperidin-1-yl)-1H-pyrazolo[3,4-b]pyrazine